6-((6,7-dimethoxyquinazoline-4-yl)oxy)-N,2-dimethyl-benzofuran-3-formamide COC=1C=C2C(=NC=NC2=CC1OC)OC1=CC2=C(C(=C(O2)C)C(=O)NC)C=C1